CC1=NC=CC(=C1)[C@@H]1[C@@H]([C@H]2[C@@H]3C[C@@H]3[C@@H]1O2)C(=O)NC2=CC(=CC=C2)C(F)(F)F (1S,2S,4R,5R,6S,7S)-7-(2-methylpyridin-4-yl)-N-[3-(trifluoromethyl)phenyl]-8-oxatricyclo[3.2.1.02,4]octane-6-carboxamide